O[Sb-](O)(O)(O)(O)O.[K+] potassium hexahydroxyantimonate